NC1=C(C[C@H](N)C(=O)O)C=CC=C1 2-aminophenylalanine